N-methallyl-N'-methylimidazole C(C(C)=C)N1CN(C=C1)C